2-(3,8-diaza-bicyclo[3.2.1]octan-3-yl)-5-(4-chloro-2-methyl-2H-indazol-5-yl)-3-methyl-3,7-dihydro-4H-pyrrolo[2,3-d]pyrimidin-4-one C12CN(CC(CC1)N2)C=2N(C(C1=C(N2)NC=C1C1=C(C2=CN(N=C2C=C1)C)Cl)=O)C